NC=1C2=C(N=CN1)C(=NC(=C2)N(CCC#N)C)C2=C(C(=CC=C2C)O)C (R)-3-((4-amino-8-(3-hydroxy-2,6-dimethylphenyl)pyrido[3,4-d]pyrimidin-6-yl)(methyl)amino)propanenitrile